FC=1C=C(C#N)C=C(C1)[C@H]1N(OCC1)C(=O)[C@@H]1C[C@H](C1)N1N=CC2=CC(=CC=C12)F trans-3-fluoro-5-[(3S)-2-[3-(5-fluoroindazol-1-yl)cyclobutanecarbonyl]isoxazolidin-3-yl]benzonitrile